[Cl-].FC1=CC=C(C=C1)[S+](C1=CC=CC=C1)C1=CC=CC=C1 (4-fluorophenyl)diphenyl-sulfonium chloride